O=C1C(=CC=2C(=NC=CN2)N1CC1=C(C=CC=C1)C(F)(F)F)C1CCN(CC1)C(=O)OC(C)(C)C tert-butyl 4-(6-oxo-5-(2-(trifluoromethyl)benzyl)-5,6-dihydropyrido[2,3-b]pyrazin-7-yl)piperidine-1-carboxylate